C(C=C)N([S@@](=O)C(C)(C)C)C(CCC=C)C1=C(C=CC(=C1)Cl)Br (S)-N-allyl-N-(1-(2-bromo-5-chlorophenyl)pent-4-en-1-yl)-2-methylpropan-2-sulfinamide